ClC1=CC=C(C=C1)[C@H](CC(=O)O)N1[C@@](C2=CC=C(C=C2C1=O)C(C)(C)O)(OCC1(CC1)CO)C1=CC=C(C=C1)Cl (3S)-3-(4-chlorophenyl)3-[(1R)-1-(4-chlorophenyl)-1-([1-(hydroxymethyl)cyclopropyl]methoxy)-5-(2-hydroxypropan-2-yl)-3-oxo-2,3-dihydro-1H-isoindol-2-yl]propanoic acid